C(C)(C)(C)C1N(CC1OC1=CC=C(C=C1)N1N=C(C(=C1)Br)C1=CC=NC=C1)C1CNC1 tert-butyl-3-(4-(4-bromo-3-(pyridin-4-yl)-1H-pyrazol-1-yl)phenoxy)-[1,3'-biazetidine]